anthraquinone-2,7-disulfonic acid disodium [Na].[Na].C1=C(C=CC=2C(C3=CC=C(C=C3C(C12)=O)S(=O)(=O)O)=O)S(=O)(=O)O